2-[[6-(4-Fluoro-3-methyl-phenyl)pyrazolo[4,3-b]pyridin-1-yl]methyl]-5-methyl-oxazole FC1=C(C=C(C=C1)C=1C=C2C(=NC1)C=NN2CC=2OC(=CN2)C)C